ClC1=C(C=CC(=C1)F)COC1=CC=CC(=N1)S(=O)(=O)NC(=O)C=1C(=NC=CC1)N1C(CC(C1)C)(C)C N-[[6-[(2-Chloro-4-fluorophenyl)methoxy]-2-pyridyl]sulfonyl]-2-(2,2,4-trimethylpyrrolidin-1-yl)pyridin-3-carboxamid